C(C=CCC)(=O)OC(C(=O)O)(C)C.C(#N)C(C)(C)C1=CC(=NC=C1)C(=O)NC1=C(C(=C(C=C1)C)C=1C=NC2=CC(=NC=C2C1)NC)F 4-(2-cyanoprop-2-yl)-N-(2-fluoro-4-methyl-3-(7-(methylamino)-1,6-naphthyridin-3-yl)phenyl)picolinamide α-2-pentenoyloxyisobutyrate